OCCOC1=CC=C(C=C1)S(=O)(=O)C1=CC=C(C=C1)OCCO bis(4-R-hydroxyethoxyphenyl)sulfone